C(C(=C)C)(=O)[O-].[Y+3].C(C(=C)C)(=O)[O-].C(C(=C)C)(=O)[O-] yttrium(III) methacrylate